1-(2,6-dichloropyridin-4-yl)ethane-1-one ClC1=NC(=CC(=C1)C(C)=O)Cl